C(#N)C1=C(C=NC=C1)OCCNC(OC(C)(C)C)=O tert-butyl (2-((4-cyanopyridin-3-yl)oxy)ethyl)carbamate